C12OCC(N(C1)C=1C=CC(=C(C1)S(=O)(=O)N)OC)C2 5-(2-oxa-5-azabicyclo[2.2.1]heptan-5-yl)-2-methoxybenzenesulfonamide